3-[(1-{[(3R,4R)-1-(3-vinylbenzoyl)-3-phenylpiperidin-4-yl]carbonyl}-4-hydroxypiperidin-4-yl)methyl]-7-methyl-3,7-dihydro-4H-pyrrolo[2,3-d]pyrimidin-4-one C(=C)C=1C=C(C(=O)N2C[C@H]([C@@H](CC2)C(=O)N2CCC(CC2)(O)CN2C=NC3=C(C2=O)C=CN3C)C3=CC=CC=C3)C=CC1